1,6-dichloro-phenylmethane ClC1(CC=CC=C1Cl)C